BrC1=CC2=C(C(=CO2)C(=O)N(CC)CC)C=C1 6-bromo-N,N-diethyl-1-benzofuran-3-carboxamide